F[C@@H]1[C@@]2(CCC[C@](C[C@H]1N(C1=CC=C(N=N1)C1=C(C=C(C=C1)C1=NC=CC(N1C)=O)O)C)(N2)C)C 2-(4-(6-(((1S,2S,3R,5R)-2-fluoro-1,5-dimethyl-9-azabicyclo[3.3.1]nonan-3-yl)(methyl)amino)pyridazin-3-yl)-3-hydroxyphenyl)-3-methylpyrimidin-4(3H)-one